2,8-bis(diphenyl-phosphoryl)dibenzothiophene C1(=CC=CC=C1)P(=O)(C1=CC=CC=C1)C1=CC2=C(SC3=C2C=C(C=C3)P(=O)(C3=CC=CC=C3)C3=CC=CC=C3)C=C1